5-(2-ethoxy-2-oxoethoxy)picolinic acid methyl ester COC(C1=NC=C(C=C1)OCC(=O)OCC)=O